N-(5-(tert-butyl)-[1,1'-biphenyl]-2-yl)-7,7,10,10-tetramethyl-7,8,9,10-tetrahydronaphtho[2,3-b]benzofuran-3-amine C(C)(C)(C)C=1C=CC(=C(C1)C1=CC=CC=C1)NC1=CC2=C(C3=C(O2)C=C2C(CCC(C2=C3)(C)C)(C)C)C=C1